IC1=C(C=2N(C=C1)N=CC2C(=O)OCC)C ethyl 5-iodo-4-methylpyrazolo[1,5-a]pyridine-3-carboxylate